ClC1=C(C=CC(=C1)F)NC1=NC=C(C(=N1)N1C=C(C=C1)C(=O)NC(CN(C)C)C1=CC=CC=C1)C 1-(2-((2-chloro-4-fluorophenyl)amino)-5-methylpyrimidin-4-yl)-N-(2-(dimethylamino)-1-phenylethyl)-1H-pyrrole-3-carboxamide